(S)-8-(2-((4-methyl-6-oxopyridazin-1(6H)-yl)methyl)thieno[3,2-b]pyridin-7-yl)-1-(1,5,5-trimethylpyrrolidin-3-yl)-1,2,3,4-tetrahydroquinoline-6-carbonitrile, formic acid salt C(=O)O.CC=1C=NN(C(C1)=O)CC1=CC2=NC=CC(=C2S1)C=1C=C(C=C2CCCN(C12)[C@@H]1CN(C(C1)(C)C)C)C#N